thiathiophene S1SCC=C1